CN([C@@H](C(C)C)C(=O)O)C(CCCCCBr)=O methyl-6-bromohexanoyl-valine